FC=1C=CC(=C(CN2C(C=3N(C[C@@H]2COC)C=C(C3)C3=CC(=NC=C3F)NC(C)C)=O)C1)CO (R)-2-(5-fluoro-2-(hydroxymethyl)benzyl)-7-(5-fluoro-2-(isopropylamino)pyridin-4-yl)-3-(methoxymethyl)-3,4-dihydropyrrolo[1,2-a]pyrazine-1(2H)-one